Cl.C1(CC1)N1C=NC2=CC=C(C(=C2C1=O)F)NC1(CNC1)C1=C(C(=CC=C1F)Cl)Cl 3-cyclopropyl-6-((3-(2,3-dichloro-6-fluorophenyl)azetidin-3-yl)amino)-5-fluoroquinazolin-4(3H)-one hydrochloride